bis-Boc-7-bromo-[1,2,4]triazolo[1,5-a]pyridin-2-amine C(=O)(OC(C)(C)C)C=1C(=CC=2N(C1C(=O)OC(C)(C)C)N=C(N2)N)Br